5-[2-(dimethylamino)ethoxy]-N-[4-[(3-methoxy-7-morpholino-1,6-naphthyridin-5-yl)oxy]cyclohexyl]pyrimidin-2-amine CN(CCOC=1C=NC(=NC1)NC1CCC(CC1)OC1=C2C=C(C=NC2=CC(=N1)N1CCOCC1)OC)C